N[C@@H]1C[C@H](N(C1)C(=O)C=1N=C2N(C=C(C=C2)Cl)C1)C=1SC=C(N1)C(=O)N[C@H](C(=O)N)CCCCNC(=N)N 2-((2S,4R)-4-amino-1-(6-chloroimidazo[1,2-a]pyridine-2-carbonyl)pyrrolidin-2-yl)-N-((S)-1-amino-6-guanidino-1-oxohexan-2-yl)thiazole-4-carboxamide